FC1=CC=CC2=C1N=C(S2)C#N fluorobenzo[d]thiazole-2-carbonitrile